CC1=NN(C(=C1)C)C1=NN(C(C=C1)=O)CC1CN(C1)C#N 3-[[3-(3,5-dimethylpyrazol-1-yl)-6-oxopyridazin-1-yl]methyl]azetidin-1-carbonitrile